N-(1-aminopentan-3-yl)-4-[[3-[4-(difluoromethoxy)-2,3-difluorophenyl]imidazo[1,2-a]pyrazin-8-yl]amino]-2-ethylbenzamide NCCC(CC)NC(C1=C(C=C(C=C1)NC=1C=2N(C=CN1)C(=CN2)C2=C(C(=C(C=C2)OC(F)F)F)F)CC)=O